(R)-2-(7-chloro-3,4-dihydrobenzo[4,5]imidazo[1,2-a]pyrazin-2(1H)-yl)-4-((1-(hydroxymethyl)cyclobutyl)amino)-6,7-dihydrothieno[3,2-d]pyrimidine 5-oxide ClC1=CC2=C(N=C3N2CCN(C3)C=3N=C(C2=C(N3)CC[S@]2=O)NC2(CCC2)CO)C=C1